CN1CC(C1)(C)[C@@](C=1C=C(C=NC1)C#CC(C)(O)C1=CC=CC=C1)(C1=CC=C(C=C1)C(C)C)O 4-{5-[(R)-(1,3-dimethyl-azetidin-3-yl)-hydroxy-(4-isopropyl-phenyl)-methyl]-pyridin-3-yl}-2-phenyl-but-3-yn-2-ol